(S)-1-((2S,3R)-3-amino-2-hydroxy-5-methylhexanoyl)-N-((S)-1-((2-fluoroethyl)amino)-4-methyl-1-oxopentan-2-yl)pyrrolidine-2-carboxamide N[C@@H]([C@@H](C(=O)N1[C@@H](CCC1)C(=O)N[C@H](C(=O)NCCF)CC(C)C)O)CC(C)C